C(C=C)[Si](C1=CC=CC=C1)(C)CC=C diallyl-Methyl-Phenyl-Silane